C(C)(C)(C)OC(=O)N1C[C@@H]([C@@](CC1)(O)[C@@H]1CCNC=2N1N=C(C2C(N)=O)C2=CC=C(C=C2)OC2=CC=CC=C2)O (3S,4S)-4-((S)-3-carbamoyl-2-(4-phenoxyphenyl)-4,5,6,7-tetrahydropyrazolo[1,5-a]pyrimidin-7-yl)-3,4-dihydroxypiperidine-1-carboxylic acid tert-butyl ester